N-Isobutyl-3-(5-oxo-1-thioxo-1,2-dihydro-[1,2,4]triazolo[4,3-a]quinazolin-4(5H)-yl)propenamide C(C(C)C)NC(C=CN1C=2N(C3=CC=CC=C3C1=O)C(NN2)=S)=O